1-(p-tolylphosphoryl)-4-phenylisoquinoline-3-carboxylic acid ethyl ester C(C)OC(=O)C=1NC(C2=CC=CC=C2C1C1=CC=CC=C1)=P(=O)C1=CC=C(C=C1)C